FC(N1NC2=C(CCC1C(=O)NC1=C3[C@@H](CC(C3=CC=C1)(C)C)CC(C)C)C=CC=C2)F 2-(difluoromethyl)-N-[(3R)-3-isobutyl-1,1-dimethyl-indan-4-yl]tetrahydrobenzodiazepine-3-Carboxamide